1-(5'H,7'H-spiro[cyclopropane-1,4'-thieno[2,3-c]pyran]-7'-yl)-N-methyl-methylamine S1C=CC2=C1C(OCC21CC1)CNC